FC=1C=C2C(=CC=NC2=CC1)C1CCC(CC1)[C@@H](C)NC=1OC(=NN1)C=1SC=C(N1)C N-((R)-1-((1s,4S)-4-(6-fluoroquinolin-4-yl)cyclohexyl)ethyl)-5-(4-methylthiazol-2-yl)-1,3,4-oxadiazol-2-amine